Cl.C(C)N=C=NCCCN(C)C 1-ethyl-(dimethylaminopropyl)carbodiimide hydrochloride